ClC1=CC=C2C(=N1)C1(OCC2)COCC1 2'-Chloro-4,5,5',6'-tetrahydro-2H-spiro[furan-3,8'-pyrano[3,4-b]pyridine]